The molecule is a 1,2-diacyl-sn-glycerol 3-phosphate(2-) obtained by deprotonation of the phosphate OH groups of 1-stearoyl-2-oleoyl-sn-glycero-3-phosphate. It is a conjugate base of a 1-stearoyl-2-oleoyl-sn-glycero-3-phosphate. CCCCCCCCCCCCCCCCCC(=O)OC[C@H](COP(=O)([O-])[O-])OC(=O)CCCCCCC/C=C\\CCCCCCCC